ClC=1C(C(=NN(C1C1=CC=C(C=C1)F)C1=C(C=CC(=C1)OC)Cl)C)=O 5-chloro-1-(2-chloro-5-methoxyphenyl)-6-(4-fluorophenyl)-3-methyl-4(1H)-pyridazinone